C(C)(C)(C)P(C1=NC2=CC=CC=C2N=C1P(C)C(C)(C)C)C (-)-2,3-bis(t-butylmethylphosphino)quinoxaline